C(C)OC1CCC2N(N3C(C(N2C)=O)=C(C(C=C3)=O)O)C1C1=CC=CC=C1 2-ethoxy-7-hydroxy-5-methyl-1-phenyl-1,2,3,4,4a,5-hexahydrodipyrido[1,2-b:2',1'-f][1,2,4]triazine-6,8-dione